C(C1=CC=CC=C1)(=O)NC1=NC2=C(N1CCC1=CC=C(C=C1)P(OCC)(OCC)=O)C=CC(=C2)C#N Diethyl (4-(2-(2-benzamido-5-cyano-1H-benzo[d]imidazol-1-yl)ethyl)phenyl)phosphonate